N-((S)-(7-((R*)-Cyclobutyl(2-(3,3-difluorocyclobutyl)acetamido)methyl)imidazo[1,2-b]pyridazin-2-yl)(4,4-difluorocyclohexyl)methyl)-1-(methyl-d3)-1H-pyrazole-5-carboxamide C1(CCC1)[C@H](C1=CC=2N(N=C1)C=C(N2)[C@@H](NC(=O)C2=CC=NN2C([2H])([2H])[2H])C2CCC(CC2)(F)F)NC(CC2CC(C2)(F)F)=O |o1:4|